(2,4-difluoro-3-methoxy-phenyl)methan-amine FC1=C(C=CC(=C1OC)F)CN